di-tert-butyl D-glutamate N[C@H](CCC(=O)OC(C)(C)C)C(=O)OC(C)(C)C